BrC1=C(C=C2C(=C(C(=NC2=C1F)SC)C#CC)N([C@H]1[C@H]2CN([C@@H]1C2)C(=O)OC(C)(C)C)C(=O)OC(C)(C)C)CCC#N tert-butyl (1R,4R,5S)-5-((7-bromo-6-(2-cyanoethyl)-8-fluoro-2-(methylthio)-3-(prop-1-yn-1-yl)quinolin-4-yl)(tert-butoxycarbonyl)amino)-2-azabicyclo[2.1.1]-hexane-2-carboxylate